C(C1=CC=CC=C1)N1C2=C(SCC1=O)C=CC(=C2)NC(=S)NC2=CC=C1C=CNC1=C2 4-Benzyl-3-oxo-3,4-dihydro-2H-benzo[b][1,4]thiazin-6-yl-3-(1H-indol-6-yl)thiourea